O=C1NC(CCC1N1C(C2=CC(=C(C=C2C1=O)CN(C1CCN(CC1)C1=CC=C(C=C1)NC1=NC=C(C(=N1)NCC=1C=CC=CC1)C(F)(F)F)C)F)=O)=O 3-(((2-((4-(4-(((2-(2,6-dioxopiperidin-3-yl)-6-fluoro-1,3-dioxoisoIndoline-5-yl)methyl)(methyl)amino)piperidin-1-yl)phenyl)amino)-5-(trifluoromethyl)pyrimidin-4-yl)amino)methyl)benzene